C(C)(=O)C=1C2=C(C(=NC1)N)C(=NN2[C@@H]2CN(CC2)C(C=C)=O)C#CC=2C=CC1=CN(N=C1C2)C2CC2 (S)-1-(3-(7-acetyl-4-amino-3-((2-cyclopropyl-2H-indazol-6-yl)ethynyl)-1H-pyrazolo[4,3-c]pyridin-1-yl)pyrrolidin-1-yl)prop-2-en-1-one